COC1=CC=C(CNC2=NC3=CC=CC=C3C=C2)C=C1 N-(4-methoxybenzyl)quinolin-2-amine